N-(2-(4,4-difluorocyclohexyl)-4-(2,5-difluorophenyl)pyridin-3-yl)-2-isopropoxy-N-methylpyrimidine-5-carboxamide FC1(CCC(CC1)C1=NC=CC(=C1N(C(=O)C=1C=NC(=NC1)OC(C)C)C)C1=C(C=CC(=C1)F)F)F